di(2,2-difluoroethyl)amine FC(CNCC(F)F)F